N-(benzo[d]oxazol-2-yl)-4-((3,5-dimethylisoxazol-4-yl)methoxy)benzamide O1C(=NC2=C1C=CC=C2)NC(C2=CC=C(C=C2)OCC=2C(=NOC2C)C)=O